N-(2,4-dimethoxybenzyl)-2,4,6-trifluoro-N-(5-fluoropyridin-2-yl)benzenesulfonamide COC1=C(CN(S(=O)(=O)C2=C(C=C(C=C2F)F)F)C2=NC=C(C=C2)F)C=CC(=C1)OC